CN1C=2C=CC(=NC2C(=C(C1=O)C#N)N1C[C@H]([C@@H](CC1)OC1=CC=C(C=C1)C(C)(C)CC)C)C#N |r| (+/-)-5-Methyl-8-((3R,4R)-3-methyl-4-(4-(tert-pentyl)phenoxy)piperidin-1-yl)-6-oxo-5,6-dihydro-1,5-naphthyridin-2,7-dicarbonitril